FC=1C(=C2C(=NC(=NN2C1)N[C@@H]1[C@@H](CN(CC1)C)F)OC)C=1C=CC2=C(N(C(=N2)C)CCF)C1 6-fluoro-N-((3R,4S)-3-fluoro-1-methylpiperidin-4-yl)-5-(1-(2-fluoroethyl)-2-methyl-1H-benzo[d]imidazol-6-yl)-4-methoxypyrrolo[2,1-f][1,2,4]triazin-2-amine